1-(2-(4,4-dimethylpiperidin-1-yl)pyrimidin-5-yl)-5,7-difluoro-1H-benzo[d][1,2,3]triazol-6-ol CC1(CCN(CC1)C1=NC=C(C=N1)N1N=NC2=C1C(=C(C(=C2)F)O)F)C